[(4-methoxyphenyl)methyl]pyridin-2-amine COC1=CC=C(C=C1)CC=1C(=NC=CC1)N